C(C)(C)(C)C=1C=C(C[C@H](N)C(=O)O)C=C(C1O)C(C)(C)C 3,5-di-tert-butyl-4-hydroxyphenylalanine